6,6-Dimethyl-3-aza-bicyclo[3.1.0]Hexane-2,4-dione CC1(C2C(NC(C12)=O)=O)C